4-amino-1-(4-((5-fluoro-2-methoxybenzamido)methyl)phenyl)-3-(4-hydroxycyclohexyl)-1H-pyrazole-5-carboxamide NC=1C(=NN(C1C(=O)N)C1=CC=C(C=C1)CNC(C1=C(C=CC(=C1)F)OC)=O)C1CCC(CC1)O